5-chloro-3-methyl-7-vinylquinazoline-2,4(1H,3H)-dione ClC1=C2C(N(C(NC2=CC(=C1)C=C)=O)C)=O